CN1C2C=CC(C1C=1C=NC(=CC1)OCl)CC2 2-methyl-3-(6-chlorooxypyridin-3-yl)-2-azabicyclo[2.2.2]Oct-5-ene